1-(9Z-tetradecenoyl)-2-(9Z,12Z-heptadecadienoyl)-glycero-3-phosphocholine CCCC/C=C\CCCCCCCC(=O)OC[C@H](COP(=O)([O-])OCC[N+](C)(C)C)OC(=O)CCCCCCC/C=C\C/C=C\CCCC